N1C(CC2=CC=CC=C12)C(=O)O 2,3-dihydro-1H-indole-2-carboxylic acid